C1(=CC=CC=C1)S(=O)(=O)[S-].[K+] potassium (benzenesulfonyl)sulfanide